C(C)OC(=O)C=1N(C2=CC=C(C=C2C1)Br)C1CC1 5-bromo-1-cyclopropyl-1H-indole-2-carboxylic acid ethyl ester